CC1=CC(=C(C(=C1)C)SC2=CC=CC=C2)C 2,4,6-trimethyl diphenyl sulfide